4-methyl-2-(1H-1,2,4-triazol-1-yl)benzoic acid CC1=CC(=C(C(=O)O)C=C1)N1N=CN=C1